N-ethyl-3-(4-methoxyphenyl)propan-1-amine C(C)NCCCC1=CC=C(C=C1)OC